BrC=1C=CC(=NC1)O[C@@H]1CC[C@H](CC1)C(=O)NN trans-4-(5-bromopyridin-2-yloxy)cyclohexanecarboxylic acid hydrazide